2-(6-(4-(((2-(2,6-dioxopiperidin-3-yl)-6-fluoro-1-oxoisoindolin-5-yl)methyl)(methyl)amino)piperidin-1-yl)-1-oxoisoindolin-2-yl)-2-(5-fluoro-2-hydroxyphenyl)-N-(thiazol-2-yl)acetamide O=C1NC(CCC1N1C(C2=CC(=C(C=C2C1)CN(C1CCN(CC1)C1=CC=C2CN(C(C2=C1)=O)C(C(=O)NC=1SC=CN1)C1=C(C=CC(=C1)F)O)C)F)=O)=O